Tert-Butyl 3-[(1Z)-2-{[(benzyloxy)carbonyl]amino}-3-methoxy-3-oxoprop-1-en-1-yl]-2-methyl-1H-indole-1-carboxylate C(C1=CC=CC=C1)OC(=O)N\C(=C/C1=C(N(C2=CC=CC=C12)C(=O)OC(C)(C)C)C)\C(=O)OC